CN1[C@](CCC1)(C)/C=C/S(=O)(NC(NC1=C2CCCC2=CC=2CCCC12)=O)=NC (E)-2-((S)-1,2-dimethylpyrrolidin-2-yl)-N-((1,2,3,5,6,7-hexahydro-s-indacen-4-yl)carbamoyl)-N'-methylethene-1-sulfonimidamide